(R)-methyl 2-(5-chloro-4-(cyclopentylmethoxy)-2-fluorobenzamido)-2-phenylacetate ClC=1C(=CC(=C(C(=O)N[C@@H](C(=O)OC)C2=CC=CC=C2)C1)F)OCC1CCCC1